C(C)(C)(C)C1=CC=C(C=C1)[C@@H]1P([C@@H](C=C1)C1=CC=C(C=C1)C(C)(C)C)(N(C)C)=O |r| rac-(1S,2R,5S)-2,5-bis(4-tert-butylphenyl)-1-(dimethylamino)-2,5-dihydrophosphole-1-oxide